7,8,9,10-tetrahydro-6,8,11-trihydroxy-8-(hydroxyacetyl)-1-methoxy-5,12-naphthacenedione OC1=C2C(C=3C=CC=C(C3C(C2=C(C=2CCC(CC12)(C(CO)=O)O)O)=O)OC)=O